BrC1=C(C=O)C(=CC=C1)C#C[Si](C)(C)C 2-bromo-6-((trimethylsilyl)ethynyl)benzaldehyde